3,9-bis(2-hydroxy-1,1-dimethylethyl)-2,4,8,10-tetraoxaspiro[5.5]undecan OCC(C)(C)C1OCC2(CO1)COC(OC2)C(CO)(C)C